[1,1'-biphenyl]-3,3',5-tricarboxylic acid C1(=CC(=CC(=C1)C(=O)O)C(=O)O)C1=CC(=CC=C1)C(=O)O